imidazolium chlorid [Cl-].N1C=[NH+]C=C1